FC1=C(C=CC(=C1)CN1C[C@@H](CC1)F)N1C=NC(=C1)NC=1N=CC(=NC1)C#N (R)-5-((1-(2-Fluoro-4-((3-fluoropyrrolidin-1-yl)methyl)phenyl)-1H-imidazol-4-yl)amino)pyrazine-2-carbonitrile